trioxa-1-azadodecan NOOOCCCCCCCC